OCCCCCCCCCCCCCCCC(=O)O 16-hydroxyhexadecanoic acid